FC1=NC=CC=C1C1=CC(=NC=C1)OC 2-fluoro-2'-methoxy-3,4'-bipyridine